NC1CCN(CC1)C=1N(C(C(=C(N1)C#N)C1=CC(=C(C=C1)OC)F)=O)C 2-(4-amino-piperidin-1-yl)-5-(3-fluoro-4-methoxy-phenyl)-1-methyl-6-oxo-1,6-dihydro-pyrimidine-4-carbonitrile